PHENYL VINYL SULFONE C(=C)S(=O)(=O)C1=CC=CC=C1